BrC1=C(C=C(C=C1)B1OC(C(O1)(C)C)(C)C)CC(=O)OC methyl 2-[2-bromo-5-(4,4,5,5-tetramethyl-1,3,2-dioxaborolan-2-yl)phenyl]acetate